1,1'-(2,6,11,15-tetraazahexadecane-1,16-diyl)bis(naphthalen-2-ol) C(NCCCNCCCCNCCCNCC1=C(C=CC2=CC=CC=C12)O)C1=C(C=CC2=CC=CC=C12)O